1-Ethyl 6-carbamoylpyrazolo[1,5-a]pyrimidine-3-carboxylate C(N)(=O)C=1C=NC=2N(C1)N=CC2C(=O)OCC